N1=CC=CC2=CC=CC(=C12)S(=O)(=O)N1C2CN(CC1CC2)C(=O)C2=CN=NN2 [8-(quinolin-8-ylsulfonyl)-3,8-diazabicyclo[3.2.1]oct-3-yl](1H-1,2,3-triazol-5-yl)methanone